5-(2,6-dichlorophenyl)-3-(2-(piperidin-4-yl)thiazol-4-yl)-4,5-dihydroisoxazole ClC1=C(C(=CC=C1)Cl)C1CC(=NO1)C=1N=C(SC1)C1CCNCC1